8-Hydroxy-3,5,6,7,3',4'-hexamethoxyflavone OC=1C(=C(C(=C2C(C(=C(OC12)C1=CC(=C(C=C1)OC)OC)OC)=O)OC)OC)OC